(S)-2-(1-(6-(5-((((3,3-difluorocyclobutyl)(methyl)carbamoyl)oxy)methyl)-1-methyl-1H-1,2,3-triazol-4-yl)-2-ethylpyridin-3-yl)-5,5-difluoropiperidin-3-yl)acetic acid FC1(CC(C1)N(C(=O)OCC1=C(N=NN1C)C1=CC=C(C(=N1)CC)N1C[C@H](CC(C1)(F)F)CC(=O)O)C)F